C(#N)C1=CC(=C(COC2=CC=CC(=N2)C2=CC(=C(CC3=NC4=C(N3C)C=C(C=C4OC)C(=O)O)C=C2)F)C=C1)F 2-(4-(6-((4-cyano-2-fluorobenzyl)oxy)pyridin-2-yl)-2-fluorobenzyl)-4-methoxy-1-methyl-1H-benzo[d]imidazole-6-carboxylic acid